3-METHOXYMETHYLPHENYLBORONIC ACID COCC=1C=C(C=CC1)B(O)O